C(C)OCC1(CCNCCC1)CCC1=CC=CC=C1 4-(ethoxymethyl)-4-phenethylazepane